F[C@H]1CN(CC[C@H]1NC1=C2C=C(N(C2=CC=C1)CC(F)(F)F)C#CCNC1=C(C=C(C(=O)N[C@@H](CCC(=O)O)C(=O)O)C=C1)OC)C (4-((3-(4-(((3S,4R)-3-fluoro-1-methylpiperidin-4-yl)amino)-1-(2,2,2-trifluoroethyl)-1H-indol-2-yl)prop-2-yn-1-yl)amino)-3-methoxybenzoyl)-L-glutamic acid